2-(4-methoxy-2,3-dihydro-1H-inden-1-yl)acetonitrile COC1=C2CCC(C2=CC=C1)CC#N